Ethylene glycol monosodium salt [Na].C(CO)O